oxopimeloyl-CoA O=C(C(=O)SCCNC(CCNC([C@@H](C(COP(OP(OC[C@@H]1[C@H]([C@H]([C@@H](O1)N1C=NC=2C(N)=NC=NC12)O)OP(=O)(O)O)(=O)O)(=O)O)(C)C)O)=O)=O)CCCCC(=O)O